6-(3-((benzyloxy)methyl)-4-ethyl-5-oxo-4,5-dihydro-1H-1,2,4-triazol-1-yl)-2-(2-chlorophenyl)-7-fluoro-4-(prop-1-en-2-yl)-3,4-dihydroisoquinolin-1(2H)-one C(C1=CC=CC=C1)OCC1=NN(C(N1CC)=O)C=1C=C2C(CN(C(C2=CC1F)=O)C1=C(C=CC=C1)Cl)C(=C)C